CC1=C(C2=C(N=N1)SC1=C2N=CN=C1NC1CN(C1)C(C)=O)C 1-(3-((3,4-dimethylpyrimido[4',5':4,5]thieno[2,3-c]pyridazin-8-yl)amino)azetidin-1-yl)ethan-1-one